(1R)-1-{5-[4-(Difluoromethoxy)phenyl]-1,2,4-oxadiazol-3-yl}-6-azaspiro[2.5]octan-6-sulfonamid FC(OC1=CC=C(C=C1)C1=NC(=NO1)[C@@H]1CC12CCN(CC2)S(=O)(=O)N)F